2-[1-[(2-Fluorophenyl)methyl]pyrazol-4-yl]-5-propyl-3H-imidazo[2,1-b]purin-4-on FC1=C(C=CC=C1)CN1N=CC(=C1)C1=NC=2N3C(N(C(C2N1)=O)CCC)=NC=C3